N-ethyl-N-p-chlorobenzyl-m-toluidine C(C)N(C1=CC(=CC=C1)C)CC1=CC=C(C=C1)Cl